3'-phosphoadenosine-5'-phosphate P(=O)(O)(O)OC[C@@H]1[C@H]([C@H]([C@@H](O1)N1C=NC=2C(N)=NC=NC12)O)OP(=O)(O)O